C1(=CCCC1)C=1C=CC(=NC1)[N+](=O)[O-] 5-(cyclopenten-1-yl)-2-nitro-pyridine